1-(4-(7-((benzyloxy)imino)-4,5,6,7-tetrahydrobenzo[d]thiazol-2-yl)piperidin-1-yl)-2-(5-methyl-3-trifluoromethyl-1H-pyrazol-1-yl)ethan-1-one C(C1=CC=CC=C1)ON=C1CCCC=2N=C(SC21)C2CCN(CC2)C(CN2N=C(C=C2C)C(F)(F)F)=O